O.C([O-])([O-])=O.[Er+3].C([O-])([O-])=O.C([O-])([O-])=O.[Er+3] Erbium(III) carbonate hydrate